N-(4,4-difluorocyclohexyl)-4,6'-dimethyl-[2,2'-bipyridin]-6-amine FC1(CCC(CC1)NC1=CC(=CC(=N1)C1=NC(=CC=C1)C)C)F